butyl (2-(3,5-dichloro-4-((6-oxo-1-(1,1,1-trifluoropropan-2-yl)-1,6-dihydropyridin-3-yl)oxy)phenyl)-3,5-dioxo-2,3,4,5-tetrahydro-1,2,4-triazin-6-yl)carbamate ClC=1C=C(C=C(C1OC1=CN(C(C=C1)=O)C(C(F)(F)F)C)Cl)N1N=C(C(NC1=O)=O)NC(OCCCC)=O